CC=1N=C(C2=C(N1)OC=C2C(=O)NC=2C=NC=CC2)NC2(CC2)C methyl-4-[(1-methylcyclopropyl)amino]-N-(pyridin-3-yl)furo[2,3-d]pyrimidine-5-carboxamide